C1(=CC=CC=C1)N1C=CC2=CC=C(C=C12)C(=O)N 1-phenyl-1H-indole-6-carboxamide